6-(2,4-dimethoxypyrimidin-5-yl)-8-((1S,2S)-2-(4-fluoro-1-(2,2,2-trifluoroethyl)-1H-indazol-6-yl)cyclopropyl)imidazo[1,2-b]pyridazine COC1=NC=C(C(=N1)OC)C=1C=C(C=2N(N1)C=CN2)[C@@H]2[C@H](C2)C2=CC(=C1C=NN(C1=C2)CC(F)(F)F)F